CC1=C(NC(=C1)C)\C=C\1/C(N(C2=CC(=CC=C12)C(=O)NCC#C)C1=C(C=CC=C1)C)=O (Z)-3-((3,5-dimethyl-1H-pyrrol-2-yl)methylene)-2-oxo-N-(prop-2-yn-1-yl)-1-(o-tolyl)indole-6-carboxamide